3,5-bis[(1E)-2-(4-dimethylaminophenyl)ethenyl]-1H-pyrazole CN(C1=CC=C(C=C1)/C=C/C1=NNC(=C1)\C=C\C1=CC=C(C=C1)N(C)C)C